(3-(2-(4-(tert-butoxycarbonyl)piperazin-1-yl)ethoxy)phenyl)acetic acid C(C)(C)(C)OC(=O)N1CCN(CC1)CCOC=1C=C(C=CC1)CC(=O)O